(S)-1-(2-cyanophenyl)ethyl 4-(6-(1-methyl-1H-pyrazol-4-yl)pyrazolo[1,5-a]pyridin-3-yl)piperazine-1-carboxylate CN1N=CC(=C1)C=1C=CC=2N(C1)N=CC2N2CCN(CC2)C(=O)O[C@@H](C)C2=C(C=CC=C2)C#N